4-(((tert-butoxycarbonyl)amino)phenyl)-7-(difluoromethoxy)-2-oxo-1,2-dihydro-1,8-naphthyridine-3-carboxylic acid C(C)(C)(C)OC(=O)NC1=C(C=CC=C1)C1=C(C(NC2=NC(=CC=C12)OC(F)F)=O)C(=O)O